CN1CCN(CC1)C(CN1CCN(C2=CC=CC=C12)C1=CC=CC=C1)=O 1-(4-methylpiperazin-1-yl)-2-(4-phenyl-3,4-dihydroquinoxalin-1(2H)-yl)ethan-1-one